C(C=C)(=O)N1[C@@H](C[C@H](CC1)N1N=NC=2C(=NC=3C(=C(C(=CC3C21)Cl)C2=C(C(=CC=C2)Cl)C)F)C=2C(=NC=CC2)C)CC#N 2-((2S,4S)-1-acryloyl-4-(8-chloro-7-(3-chloro-2-methylphenyl)-6-fluoro-4-(2-methylpyridin-3-yl)-1H-[1,2,3]triazolo[4,5-c]quinolin-1-yl)piperidin-2-yl)acetonitrile